C1(CC1)C1CNC=2C(=CC=C3C2N1C(=C3)C3=NC1=C(N3C)C(=CC(=C1)C=O)F)S(=O)(=O)C (2-(3-cyclopropyl-9-(methylsulfonyl)-2,3-dihydro-1H-pyrrolo[1,2,3-de]quinoxalin-5-yl)-7-fluoro-1-methyl-1H-benzo[d]imidazol-5-yl)methanone